ethyl 2,5-difluoro-4-nitrobenzoate FC1=C(C(=O)OCC)C=C(C(=C1)[N+](=O)[O-])F